2-(bromomethyl)-1-methyl-4-nitrobenzene BrCC1=C(C=CC(=C1)[N+](=O)[O-])C